1-(trimethylbenzenesulfonyl)-3-nitro-1H-1,2,4-triazole CC1=C(C(=C(C=C1)S(=O)(=O)N1N=C(N=C1)[N+](=O)[O-])C)C